F\C(\C(=O)OCC)=C\C1=NC(=CC=C1)COC ethyl (E)-2-fluoro-3-(6-(methoxymethyl)pyridin-2-yl)acrylate